N-(3-Chloro-4-fluorophenyl)-2-methyl-4,5,6,9,10,12-hexahydropyrazolo[3,4-c]pyrido[4',3':3,4]pyrazolo[1,5-a]azepine-11(2H)-carboxamide ClC=1C=C(C=CC1F)NC(=O)N1CC=2C(=NN3C2C=2C(CCC3)=CN(N2)C)CC1